3-(cyclopropyl(5,7-dichloro-8-fluoro-2-(methylthio)pyrido[4,3-d]pyrimidin-4-yl)amino)propan-1-ol C1(CC1)N(CCCO)C=1C2=C(N=C(N1)SC)C(=C(N=C2Cl)Cl)F